N6-Furfuryladenine C(C1=CC=CO1)NC1=C2NC=NC2=NC=N1